6-(3,3-dimethylallylamino)-9-β-D-ribofuranosylpurine CC(=CCNC1=C2N=CN(C2=NC=N1)[C@H]1[C@H](O)[C@H](O)[C@H](O1)CO)C